diammonium hydrogensulfate S(=O)(=O)(O)[O-].[NH4+].[NH4+].S(=O)(=O)(O)[O-]